tert-butyl N-(3-{4-[1-(2-cyanophenyl)-2-{5-methoxy-1-methyl-4-[(1,2-oxazol-4-yl)carbamoyl]-6-oxopyrimidin-2-yl}propyl]pyrazol-1-yl}propyl)carbamate C(#N)C1=C(C=CC=C1)C(C(C)C=1N(C(C(=C(N1)C(NC=1C=NOC1)=O)OC)=O)C)C=1C=NN(C1)CCCNC(OC(C)(C)C)=O